C(C1=CC=CC=C1)C1=C(C=CC(=C1)OC)O 2-benzyl-4-methoxy-phenol